3-[[2-ethyl-4-[3-fluoro-5-isobutyl-2-(2H-tetrazol-5-yl)phenyl]piperazin-1-yl]methyl]pyridazine C(C)C1N(CCN(C1)C1=C(C(=CC(=C1)CC(C)C)F)C=1N=NNN1)CC=1N=NC=CC1